ClC=1C=C2CCC[C@]3(COC4=CC=C5C(NS(CCCCCC([C@@H]6CC[C@H]6CN(C3)C4=C5)=O)(=O)=O)=O)C2=CC1 (1S,3'R,6'R)-6-chloro-3,4-dihydro-2H,7'H,15'H-spiro[naphthalene-1,22'-[20]oxa[13]thia[1,14]diazatetracyclo[14.7.2.03,6.019,24]pentacosa[16,18,24]triene]-7',15'-dione 13',13'-dioxide